CC(C)(C(C)C)O 2,3-Dimethyl-2-butanol